4,7-Dimethyl-octadecan-4-ol CC(CCC)(CCC(CCCCCCCCCCC)C)O